3-[6-(6-isopropylsulfanyl-pyridin-2-yl)-chroman-2-yl]Propionic acid C(C)(C)SC1=CC=CC(=N1)C=1C=C2CCC(OC2=CC1)CCC(=O)O